3-isopropoxy-N-(5-((2-morpholinopyrimidin-5-yl)oxy)thiazol-2-yl)cyclobutane-1-carboxamide C(C)(C)OC1CC(C1)C(=O)NC=1SC(=CN1)OC=1C=NC(=NC1)N1CCOCC1